FC1(CC(C1)CC#N)F 2-(3,3-difluorocyclobutyl)acetonitrile